FC1=C(C=2C=NN(C2C(=C1)F)C1OCCCC1)C(=O)C=1C(=C2C=CC=NC2=C(C1)C)N=CN(C)C N'-[6-[5,7-difluoro-1-(oxan-2-yl)indazole-4-carbonyl]-8-methylquinolin-5-yl]-N,N-dimethylmethanimidamide